1-(aminomethyl)-N4-(4-(tert-butyl)phenyl)cyclohexane-1,4-diamine NCC1(CCC(CC1)NC1=CC=C(C=C1)C(C)(C)C)N